OC=1C=CC(=NC1)C(C)=O (5-hydroxypyridin-2-yl)ethanone